SCCCCCCCCCCCOP(O)(O)=O 11-Mercaptoundecyl-Phosphoric Acid